C(CCCCCNC(=O)N1C(CCCCC1)=O)NC(=O)N1C(CCCCC1)=O N,N'-hexane-1,6-diylbis(hexahydro-2-oxo-1H-azepine-1-carboxamide)